CN(C(C#CC(=O)N1CCC(CC1)OC[C@H](C(=O)OC(C)(C)C)C(C)C)(C)C)C tert-butyl (R)-2-(((1-(4-(dimethylamino)-4-methylpent-2-ynoyl) piperidin-4-yl) oxy) methyl)-3-methylbutyrate